C(C)(C)(C)OC(=O)N1CCC(CC1)(CCO)C1=CC(=C(C=C1)Cl)F 4-(4-chloro-3-fluorophenyl)-4-(2-hydroxyethyl)piperidine-1-carboxylic acid tert-butyl ester